6-fluoro-N4-[(2R,4R)-2-methyltetrahydro-2H-pyran-4-yl]quinoline-3,4-diamine FC=1C=C2C(=C(C=NC2=CC1)N)N[C@H]1C[C@H](OCC1)C